C(C(C)C)(=O)OC(C)C1N(CCN(C1)C1=C(C=CC=C1)SC1=C(C=C(C=C1)C)C)C(=O)O 1-(isobutyryloxy)ethyl-4-(2-((2,4-dimethylphenyl)thio)phenyl)piperazine-1-carboxylic acid